FC1CCOCC12CC2C(=O)O 8-fluoro-5-oxaspiro[2.5]octane-1-carboxylic acid